ClC1=CC(=NC=C1OC1=CC=CC=C1)NC1=NC=NC2=CC=C(C=C12)N1CCN(CC1)C(=O)OC(C)(C)C tert-butyl 4-(4-((4-chloro-5-phenoxypyridin-2-yl)amino)quinazolin-6-yl)piperazine-1-carboxylate